3-cyclopropyl-N-[(2Z)-imidazolidin-2-ylidene]-4-({3-[1-(3-methylbut-2-en-1-yl)-1H-1,2,3,4-tetrazol-5-yl]phenyl}amino)benzamide C1(CC1)C=1C=C(C(=O)N=C2NCCN2)C=CC1NC1=CC(=CC=C1)C1=NN=NN1CC=C(C)C